BrC=1C=C2C=C(NC2=CC1)CN1C=CN(C=C1)C1=CC=NC=C1 5-bromo-2-[[4-(4-pyridinyl)pyrazin-1-yl]methyl]-1H-indole